NC=1C=2N(C(=C(N1)C1=C(C#N)C=CC=C1)C1=NN(C(C=C1)=O)C)N=C(N2)CC2=NC(=CC=C2)OC (8-amino-2-((6-methoxypyridin-2-yl)methyl)-5-(1-methyl-6-oxo-1,6-dihydropyridazin-3-yl)-[1,2,4]triazolo[1,5-a]pyrazin-6-yl)benzonitrile